BrCC(CC(=O)OCC)C ethyl 4-bromo-3-methylbutanoate